CCCCC=O n-valeraldehyde